3-cyclohexylmethyl-ethane C1CC(CCC1)CCC